O(C1=CC=CC=C1)C(OC1=CC=CC=C1)(OC1=CC=CC=C1)N1C(NC2C1=NC(N2)=O)=O tri-phenoxymethyl-tetrahydro-imidazo[4,5-d]imidazole-2,5-dione